N-(4-{[3-(2-cyano-3-methoxyphenyl)-1-{[2-(trimethylsilyl)ethoxy]methyl}-1H-pyrrolo[2,3-b]pyridin-4-yl]oxy}-3,5-difluorophenyl)-N'-[(3-methyloxetan-3-yl)methyl]urea C(#N)C1=C(C=CC=C1OC)C1=CN(C2=NC=CC(=C21)OC2=C(C=C(C=C2F)NC(=O)NCC2(COC2)C)F)COCC[Si](C)(C)C